(R)-camphorsulfonic acid [C@@]12(C(=O)CC(CC1)C2(C)C)CS(=O)(=O)O